(R)-2-((((9H-fluoren-9-yl)methoxy)carbonyl)(methyl)amino)-3-(4-(((tert-butoxycarbonyl)amino)methyl)phenyl)propanoic acid C1=CC=CC=2C3=CC=CC=C3C(C12)COC(=O)N([C@@H](C(=O)O)CC1=CC=C(C=C1)CNC(=O)OC(C)(C)C)C